N-(5-(3-chlorobenzyl)pyridin-2-yl)-5-cyanopicolinamide ClC=1C=C(CC=2C=CC(=NC2)NC(C2=NC=C(C=C2)C#N)=O)C=CC1